2-(2-chlorophenyl)-N-[3-{[(dimethylamino)methylene]sulfamoyl}-4-(2-methylpyrimidin-5-yl)phenyl]acetamide ClC1=C(C=CC=C1)CC(=O)NC1=CC(=C(C=C1)C=1C=NC(=NC1)C)S(N=CN(C)C)(=O)=O